5-(N-(2-((2-chloro-N-(furan-2-ylmethyl)benzoylamino)methyl)-4,5-dimethoxyphenyl)-N-ethylsulfamoyl)-3-methylbenzofuran-2-carboxylic acid ClC1=C(C(=O)N(CC=2OC=CC2)CC2=C(C=C(C(=C2)OC)OC)N(S(=O)(=O)C=2C=CC3=C(C(=C(O3)C(=O)O)C)C2)CC)C=CC=C1